2-chloro-5-{[(3,3-dimethylbutyryl)amino]methyl}-N-{1-[4-methoxy-3-(trifluoromethyl)phenyl]-1H-indazol-4-yl}benzamide ClC1=C(C(=O)NC2=C3C=NN(C3=CC=C2)C2=CC(=C(C=C2)OC)C(F)(F)F)C=C(C=C1)CNC(CC(C)(C)C)=O